FC(S(=O)(=O)OC=1OC(CC1C#N)C)(F)F 3-cyano-5-methyl-4,5-dihydrofuran-2-yl trifluoromethanesulfonate